Methyl 5-[(3R)-3-[tert-butoxycarbonyl(cyclopropylmethyl)amino]pyrrolidin-1-yl]pyrazine-2-carboxylate C(C)(C)(C)OC(=O)N([C@H]1CN(CC1)C=1N=CC(=NC1)C(=O)OC)CC1CC1